(dibenzofuranylphenyl)(terphenyl) C1(=CC=CC=2OC3=C(C21)C=CC=C3)C3=C(C=CC=C3)C3=C(C=CC=C3)C=3C(=CC=CC3)C3=CC=CC=C3